N-[(2-amino-3-chloroquinolin-7-yl)methyl]-N-(2-methanesulfonylpyridin-3-yl)-5-(trifluoro-methyl)pyridine-3-carboxamide NC1=NC2=CC(=CC=C2C=C1Cl)CN(C(=O)C=1C=NC=C(C1)C(F)(F)F)C=1C(=NC=CC1)S(=O)(=O)C